rac-3-amino-1-[(3'S,5S)-2-(2-ethoxypyridin-3-yl)-3'-ethyl-1'-[3-methoxy-2-(trifluoromethyl)phenyl]spiro[6,8-dihydro-1,7-naphthyridine-5,4'-piperidine]-7-yl]propan-1-one NCCC(=O)N1C[C@@]2([C@@H](CN(CC2)C2=C(C(=CC=C2)OC)C(F)(F)F)CC)C=2C=CC(=NC2C1)C=1C(=NC=CC1)OCC |r|